tert-butyl (S)-3-((4-(5-methoxy-2-(1-methyl-1H-pyrazol-4-yl)-4-nitrophenyl)piperazin-1-yl)methyl)pyrrolidine-1-carboxylate COC=1C(=CC(=C(C1)N1CCN(CC1)C[C@H]1CN(CC1)C(=O)OC(C)(C)C)C=1C=NN(C1)C)[N+](=O)[O-]